methylene-6-((5-methyl-1-ethylaminoimidazol-4-yl)methylene)piperazine-2,5-dione C=C1C(NC(C(N1)=O)=CC=1N=CN(C1C)NCC)=O